(Z)-(3-(2-(hydroxyimino)propionyl)-1,2,4-thiadiazol-5-yl)carbamic acid tert-butyl ester C(C)(C)(C)OC(NC1=NC(=NS1)C(\C(\C)=N/O)=O)=O